5-(3-((1r,4r)-4-(3-bromopropoxy)cyclohexyl)-4,4-dimethyl-5-oxo-2-thioxoimidazolidin-1-yl)-3-(trifluoromethyl)pyridinecarbonitrile BrCCCOC1CCC(CC1)N1C(N(C(C1(C)C)=O)C=1C=C(C(=NC1)C#N)C(F)(F)F)=S